FC(S(=O)(=O)OC=1C=C(C=2N(C1)N=CC2C#N)C=2C=NC(=CC2)N2CC1N(C(C2)C1)CC1=CC=C(C=C1)S(=O)(=O)C)(F)F 3-cyano-4-(6-(6-(4-(methylsulfonyl)benzyl)-3,6-diazabicyclo[3.1.1]heptan-3-yl) pyridin-3-yl)pyrazolo[1,5-a]pyridin-6-yl trifluoromethanesulfonate